BrC=1C(=CC=C2C(=NNC12)I)F 7-bromo-6-fluoro-3-iodo-1H-indazole